FC1=CC=C(C=C1)C=1C=C2C(=NC=NC2=C(C1)OC)NCC1=CC(N(C=C1)C)=O 4-(((6-(4-Fluorophenyl)-8-methoxyquinazolin-4-yl)amino)methyl)-1-methylpyridin-2(1H)-one